The molecule is a guanidinium ion that is the conjugate acid of L-homoarginine; major species at pH 7.3. It is a conjugate acid of a L-homoarginine. C(CC[NH+]=C(N)N)C[C@@H](C(=O)[O-])[NH3+]